3-(1,4-Dimethyl-1H-benzotriazol-5-yl)-3-(7-{[(2R)-2-ethyl-8-hydroxy-2,3-dihydropyrido[2,3-f][1,4]oxazepin-4(5H)-yl]methyl}-1-benzothiophen-5-yl)propanoic acid CN1N=NC2=C1C=CC(=C2C)C(CC(=O)O)C=2C=C(C1=C(C=CS1)C2)CN2C[C@H](OC1=C(C2)N=CC(=C1)O)CC